C1(CC1)C1=NN(C=C1C1=NC(=CC=C1)N1CC(C1)O)[C@@H]1C[C@H](C1)CNC=1C=C2C(N(C(C2=CC1)=O)C1C(NC(CC1)=O)=O)=O 5-(((trans-3-(3-cyclopropyl-4-(6-(3-hydroxyazetidin-1-yl)pyridin-2-yl)-1H-pyrazol-1-yl)cyclobutyl)methyl)amino)-2-(2,6-dioxopiperidin-3-yl)isoindoline-1,3-dione